O[C@@H]1CN(CCC1)C1=NC=2N(C(=N1)NCC1=CC=C(C=C1)NC(=O)C1CCOCC1)N=CC2C(C)C (S)-N-(4-(((2-(3-hydroxypiperidin-1-yl)-8-isopropylpyrazolo[1,5-a][1,3,5]triazin-4-yl)amino)methyl)phenyl)tetrahydro-2H-pyran-4-carboxamide